(R)-N-(1-cyanocyclopropyl)-1-methyl-4-((1-methyl-1H-pyrazol-4-yl)methyl)-5-oxo-1,2,4,5-tetrahydroimidazo[1,2-a]quinazoline-7-sulfonamide C(#N)C1(CC1)NS(=O)(=O)C=1C=C2C(N(C=3N(C2=CC1)[C@@H](CN3)C)CC=3C=NN(C3)C)=O